Bis(2-amino-ethyl)amine NCCNCCN